butyl (3S,4S)-3-(hydroxymethyl)-4-methyl-pyrrolidine-1-carboxylate OC[C@@H]1CN(C[C@H]1C)C(=O)OCCCC